ClC1=NC(=NC=C1)C(C)O 1-(4-chloropyrimidin-2-yl)ethan-1-ol